8-(1,1':4',1''-terphenyl-3-yl)-4-[3-(Dibenzothiophen-4-yl)biphenyl-4-yl]-benzofuro[3,2-d]pyrimidine C1(=CC(=CC=C1)C=1C=CC2=C(C1)C=1N=CN=C(C1O2)C2=C(C=C(C=C2)C2=CC=CC=C2)C2=CC=CC1=C2SC2=C1C=CC=C2)C2=CC=C(C=C2)C2=CC=CC=C2